2-fluoro-5-((6-fluoro-1-tosyl-4-(2,2,2-trifluoroethyl)-1H-indol-5-yl)oxy)benzonitrile FC1=C(C#N)C=C(C=C1)OC=1C(=C2C=CN(C2=CC1F)S(=O)(=O)C1=CC=C(C)C=C1)CC(F)(F)F